(1S)-1-[1-(2,2-dimethylpropyl)-5-fluoro-6-[2-(trifluoromethyl)-3-pyridyl]indol-3-yl]-2,2,2-trifluoro-ethanamine CC(CN1C=C(C2=CC(=C(C=C12)C=1C(=NC=CC1)C(F)(F)F)F)[C@@H](C(F)(F)F)N)(C)C